methyl 4-methyl-6-oxooxacyclohexadecane-5-carboxylate CC1CCOCCCCCCCCCCC(C1C(=O)OC)=O